N1(CCC1)C1CN(C1)C1=CC=C(C=N1)N1C=C(C(C2=CC(=C(C=C12)N1[C@H](CCC1)COC1=NC=CC=C1Cl)Cl)=O)C(=O)O (R)-1-(6-([1,3'-biazetidin]-1'-yl)pyridin-3-yl)-6-chloro-7-(2-(((3-chloropyridin-2-yl)oxy)methyl)pyrrolidin-1-yl)-4-oxo-1,4-dihydroquinoline-3-carboxylic acid